ClC=1C=C2C=C(NC2=CC1F)C(=O)N1CC=2N(CC1)N=CC2C(=O)N2C1(CC1)COCCC2 4-[5-(5-chloro-6-fluoro-1H-indole-2-carbonyl)-4H,5H,6H,7H-pyrazolo[1,5-a]pyrazine-3-carbonyl]-8-oxa-4-azaspiro[2.6]nonane